N1=C(NC2=C1C=CC=C2)NNC(=N)N benzimidazolylaminoguanidine